COC=1C=C(C(=O)NN2CCN(CC2)C(CCC2CCNCC2)=O)C=CC1 3-methoxy-N-(4-(3-(piperidin-4-yl)propionyl)piperazin-1-yl)benzamide